6-(hydroxymethyl)pyridine OCC1=CC=CC=N1